C(C)(C)(C)N1N=C(C=C1NC=1C=C2C(NC(C2=CC1)=O)=O)[C@@H]1C[C@@H](CC1)O 5-({1-tert-butyl-3-[(1S,3R)-3-hydroxycyclopentyl]-1H-pyrazol-5-yl}amino)-2,3-dihydro-1H-isoindole-1,3-dione